N-(5-Chloro-6-(2H-1,2,3-triazol-2-yl)pyridin-3-yl)-1-(3-chloroimidazo[1,2-a]-pyridin-5-yl)-5-(trifluoromethyl)-1H-pyrazol-4-carboxamid ClC=1C=C(C=NC1N1N=CC=N1)NC(=O)C=1C=NN(C1C(F)(F)F)C1=CC=CC=2N1C(=CN2)Cl